1-((1S,3s)-3-aminocyclobutyl)-1H-benzo[d]imidazole-2(3H)-one NC1CC(C1)N1C(NC2=C1C=CC=C2)=O